NC(CC(=O)N1CCN(CC1)C1=NC=C(C=N1)C(F)(F)F)C 3-amino-1-(4-(5-(trifluoromethyl)pyrimidin-2-yl)piperazin-1-yl)butan-1-one